2-(1-(1-(3-isopropyl-1,2,4-oxadiazol-5-yl)piperidin-4-yl)-2-methoxyethoxy)-5-(4-(methylsulfonyl)phenyl)thiazolo[5,4-b]pyridine C(C)(C)C1=NOC(=N1)N1CCC(CC1)C(COC)OC=1SC2=NC(=CC=C2N1)C1=CC=C(C=C1)S(=O)(=O)C